NC=1N=CC(=NC1OCC1=C(C(=CC=C1F)F)Cl)C=1C=C(C=CC1)NS(=O)(=O)CCNCC1CC1 2-(cyclopropylmethyl-amino)-ethanesulfonic acid {3-[5-amino-6-(2-chloro-3,6-difluoro-benzyloxy)-pyrazin-2-yl]-phenyl}-amide